1-(3-bromophenyl)-N-(4-(4-morpholino-7-((2-(trimethylsilyl)ethoxy)methyl)-7H-pyrrolo[2,3-d]pyrimidin-6-yl)phenyl)methanesulfonamide BrC=1C=C(C=CC1)CS(=O)(=O)NC1=CC=C(C=C1)C1=CC2=C(N=CN=C2N2CCOCC2)N1COCC[Si](C)(C)C